4,5-diaza-pyrene C1=CC=C2N=NC3=CC=CC4=CC=C1C2=C34